2-chloro-4-((4-cyclopropylpyridin-2-yl)oxy)benzaldehyde ClC1=C(C=O)C=CC(=C1)OC1=NC=CC(=C1)C1CC1